ClC=1N=C(C2=C(N1)NC(C2)=O)NC2(CC2)C 2-chloro-4-[(1-methylcyclopropyl)amino]-5H,6H,7H-pyrrolo[2,3-d]pyrimidin-6-one